FC(C(CC(=O)O)(C)C)F 4,4-difluoro-3,3-dimethylbutyric acid